CC(C)(C)SN (R)-2-methyl-2-propanesulfenamide